[C@H]12CN(C[C@H](CC1)N2)C2(CC(=C(C=C2F)O)C2=C(C=1N=C(N=CC1C=N2)OC[C@]21CCCN1C[C@@H](C2)F)F)C(C)C 4-((1R,5S)-3,8-diazabicyclo[3.2.1]octan-3-yl)-8-fluoro-2-(((2R,7aS)-2-fluorotetrahydro-1H-pyrrolizin-7a(5H)-yl)methoxypyrido[4,3-d]pyrimidin-7-yl)-5-fluoro-4-isopropylphenol